C(C)OC(C[C@H](NC(=O)NC=1C(N(C=CC1O)C)=O)C1=CC(=CC=C1)C1=COC=C1)=O (S)-3-(3-(furan-3-yl)phenyl)-3-(3-(4-hydroxy-1-methyl-2-oxo-1,2-dihydropyridin-3-yl)ureido)propanoic acid ethyl ester